COC1=CC(=C(C=C1NC1=NC=CC(=N1)C1=CN=C2N1C=CC=C2C)NC(C=C)=O)N(CCNC)C N-(4-methoxy-2-(methyl(2-(methylamino)ethyl)amino)-5-((4-(8-methylimidazo[1,2-a]-pyridin-3-yl)pyrimidin-2-yl)amino)phenyl)acrylamide